rac-N-((4R,5R)-7-ethyl-4-(4-fluorophenyl)-3-(4-morpholinobut-2-ynamido)-6-oxo-1-phenyl-4,5,6,7-tetrahydro-1H-pyrazolo[3,4-b]pyridine-5-yl)-3-(trifluoromethyl)benzamide C(C)N1C2=C([C@H]([C@H](C1=O)NC(C1=CC(=CC=C1)C(F)(F)F)=O)C1=CC=C(C=C1)F)C(=NN2C2=CC=CC=C2)NC(C#CCN2CCOCC2)=O |r|